OCC1C2C=CC(C1CO)C2 5,6-di(hydroxymethyl)-2-norbornene